7-isopropyl-1,4-dimethylazulene C(C)(C)C1=CC=C(C2=CC=C(C2=C1)C)C